C(C)(C)OCCN 2-isopropoxyethan-1-amine